C(C)OC(=O)C=1SC=C(N1)CO 4-(hydroxymethyl)thiazole-2-carboxylic acid ethyl ester